ClC1=NC(=NC=2N3[C@@H](COC[C@H]3COC12)C)C1=C2C(=NC=C1)N(C=C2)S(=O)(=O)C2=CC=C(C)C=C2 (5R,8aS)-1-chloro-3-(1-tosyl-1H-pyrrolo[2,3-b]pyridin-4-yl)-5-methyl-5,6,8a,9-tetrahydro-8H-7,10-dioxa-2,4,4b-triazaphenanthrene